C(C1=CC=CC=C1)(=O)N1C=2C3=C(N(C=C3CCC1)[C@H]1[C@@H]([C@H](OC(C3=CC=CC=C3)=O)[C@H](O1)COC(C1=CC=CC=C1)=O)F)N=CN2 6-benzoyl-2-(3,5-di-O-benzoyl-2-deoxy-2-fluoro-β-D-ribofuranosyl)-6,7,8,9-tetrahydro-2H-2,3,5,6-tetraazabenzo[cd]azulene